FC1=CC=C(C=C1)C(C#N)=C1CCN(CC1)C(=O)N1C[C@H](CC1)O (S)-2-(4-fluorophenyl)-2-(1-(3-hydroxypyrrolidine-1-carbonyl)piperidin-4-ylidene)acetonitrile